N-benzyl-3-(pyridin-4-yl)-1,7-dihydroimidazo[4,5-f]indazole-6-carboxamide C(C1=CC=CC=C1)NC(=O)C=1NC2=C(C=C3C(=NNC3=C2)C2=CC=NC=C2)N1